ClC=1C=C(C=CC1F)NC1=NC2=CC(=C(C=C2C=C1)OC)OCCCN(CCCC)CCCC 2-((3-chloro-4-fluorophenyl)amino)-6-methoxy-7-(3-(dibutylamino)propoxy)quinoline